5-methyl-8-(4-((2-methylpyrimidin-4-yl)oxy)piperidin-1-yl)-6-oxo-5,6-dihydro-1,5-naphthyridine-2-carbonitrile CN1C=2C=CC(=NC2C(=CC1=O)N1CCC(CC1)OC1=NC(=NC=C1)C)C#N